FC1=C(C=C(C=C1)C1=NN(C=C1)C1OCCCC1)C 3-(4-fluoro-3-methylphenyl)-1-(tetrahydro-2H-pyran-2-yl)-1H-pyrazole